CS(=O)(=O)OCCCCOC1=CC=C2C=CC=NC2=C1 7-(4-methanesulfonyloxybutoxy)quinoline